8-(6-bromo-3-(ethylsulfonyl)-5-fluoro-7,9-dihydrofurano[3,4-f]quinazolin-1-yl)-3,8-diazabicyclo[3.2.1]octane-3-carboxylic acid tert-butyl ester C(C)(C)(C)OC(=O)N1CC2CCC(C1)N2C2=NC(=NC=1C(=C(C3=C(C21)COC3)Br)F)S(=O)(=O)CC